C(C)(=O)NC1=CC=C(C=C1)C=1N=CC(=NC1)NC1C[C@@H]2[C@@H](CN(C2)C(=O)OC(C)(C)C)C1 tert-Butyl (3aR,5s,6aS)-5-((5-(4-acetamidophenyl)pyrazin-2-yl)amino)hexahydrocyclopenta[c]pyrrole-2(1H)-carboxylate